C(C)C(CC1=C(C(=C(C(=C1C(=O)C1=CC=CC=C1)O)O)O)O)CCCC 2-ethylhexyl-tetrahydroxybenzophenone